OC=1C=C(C=CC1)C1OC(=O)C2=CC=CC=C2C1 3-(3-hydroxyphenyl)-3,4-dihydroisocoumarin